2-((7-Bromo-2-chloropyrido[3,2-d]pyrimidin-4-yl)amino)-2-methylhexan-1-ol BrC1=CC=2N=C(N=C(C2N=C1)NC(CO)(CCCC)C)Cl